2-(bromomethyl)-3-fluoro-5-phenylpyridine BrCC1=NC=C(C=C1F)C1=CC=CC=C1